(S)-N-((9-chloro-4-ethyl-10-fluoro-4-hydroxy-3,14-dioxo-3,4,12,14-tetrahydro-1H-pyrano[3',4':6,7]indolizino[1,2-b]quinolin-11-yl)methyl)-2-hydroxyacetamide ClC1=C(C=2C(=C3C(=NC2C=C1)C1=CC2=C(C(N1C3)=O)COC([C@]2(O)CC)=O)CNC(CO)=O)F